1-(5-bromo-4-methoxy-2-((trimethylsilyl)ethynyl)phenyl)-3,3-diethyltriaz-1-ene BrC=1C(=CC(=C(C1)N=NN(CC)CC)C#C[Si](C)(C)C)OC